6-(3'-((3-Hydroxyazetidin-1-yl)methyl)-[1,1'-biphenyl]-4-yl)-2-methyl-1H-benzo[d]Imidazol OC1CN(C1)CC=1C=C(C=CC1)C1=CC=C(C=C1)C=1C=CC2=C(NC(=N2)C)C1